C(=O)OC(C(N)C1CCC(CC1)OC1=NC=NC(=C1)Cl)(C)C [4-(6-chloro-pyrimidin-4-yloxy)-cyclohexyl]-aminotert-butyl formate